2-(7-((2S,5R)-2,5-diethyl-4-(1-(isoquinolin-3-yl)ethyl)piperazin-1-yl)-4-methyl-5-oxo-4,5-dihydro-2H-pyrazolo[4,3-b]pyridine-2-yl)acetonitrile C(C)[C@@H]1N(C[C@H](N(C1)C(C)C=1N=CC2=CC=CC=C2C1)CC)C=1C=2C(N(C(C1)=O)C)=CN(N2)CC#N